FC[NH3+] monofluoromethyl-ammonium